(R)-3-acryloyl-4-benzyloxazolidin C(C=C)(=O)N1COC[C@H]1CC1=CC=CC=C1